C1(CCCCC1)C1=CC=C(C=C1)C1=CN=CC(=N1)C(=O)O 6-(4-cyclohexylphenyl)pyrazine-2-carboxylic acid